C(C)N(\C=C\C(CCOCC1=CC=C(C=C1)OC)F)CC (E)-N,N-diethyl-3-fluoro-5-((4-methoxybenzyl)oxy)pent-1-en-1-amine